CC(C)=CC (Z)-2-Methyl-but-2-ene